5-(Azidomethyl)-N'-(2,2-difluoroacetyl)thiophene-2-carbohydrazide N(=[N+]=[N-])CC1=CC=C(S1)C(=O)NNC(C(F)F)=O